1-[2-(naphthalen-1-ylmethyl)-4-(trimethoxysilyl)butyl]-1H-imidazole C1(=CC=CC2=CC=CC=C12)CC(CN1C=NC=C1)CC[Si](OC)(OC)OC